C(C)N1[C@@H]2CN([C@H](C1)C2)C2=NC(=CC(=N2)NC2=NC=C1SC(=NC1=C2)C2=CC(=CC=C2)CN2C(OCC2)=O)C (2-{(1S,4S)-5-ethyl-2,5-diazabicyclo[2.2.1]hept-2-yl}-6-methyl-4-pyrimidinyl)(2-{m-[(2-oxo-1,3-oxazolidin-3-yl)methyl]phenyl}-3-thia-1,5-diaza-6-indenyl)amine